6'-BROMO-8'-METHYL-2'H-SPIRO[CYCLOPENTANE-1,3'-IMIDAZO[1,5-A]PYRIDINE]-1',5'-DIONE BrC1=CC(=C2N(C1=O)C1(NC2=O)CCCC1)C